ClC1=CC(=NC(=C1)C1=CN=CS1)C(=O)NC1CCC(CC1)OCCOC 4-chloro-N-((1r,4r)-4-(2-methoxyethoxy)cyclohexyl)-6-(thiazol-5-yl)pyridinecarboxamide